(3-phenyl-oxetanyl)-acetic acid cyano-(6-methoxy-naphthalen-2-yl)-methyl ester C(#N)C(C1=CC2=CC=C(C=C2C=C1)OC)OC(CC1OCC1C1=CC=CC=C1)=O